COC(NCC1=C(C=C(C=C1)C=1C=NN(C1)C1=C(C=C(C=C1F)C(C)C)F)C)=O.O=S1(C(=CC(C=C1C=1SC=CC1)=C(C#N)C#N)C=1SC=CC1)=O 1,1-dioxo-2,6-bis(2-thienyl)-4-(dicyanomethylene)thiopyran methyl-N-[[4-[1-(2,6-difluoro-4-isopropyl-phenyl)pyrazol-4-yl]-2-methyl-phenyl]methyl]carbamate